FC(F)C1=C(C(=C(C#N)C=C1)C)OC1=C(N=CN(C1=O)CC=1C(NC(=CC1)CO)=O)C(C(F)F)(F)F (difluoromethyl)-3-((1-((6-(hydroxymethyl)-2-oxo-1,2-dihydropyridin-3-yl)methyl)6-oxo-4-(1,1,2,2-tetrafluoroethyl)-1,6-dihydropyrimidin-5-yl)oxy)-2-methylbenzonitrile